N(=[N+]=[N-])[C@H]1[C@H](O[C@@H]([C@H]([C@@H]1OCC1=CC=CC=C1)OCC1=CC=CC=C1)COCC1=CC=CC=C1)O[C@@H]([C@H]([C@H](COC(CCC(=O)C)=O)OCC1=CC=CC=C1)OCC1=CC=CC=C1)CO 4-O-(2-azido-3,4,6-tri-O-benzyl-2-deoxy-alpha-D-glucopyranosyl)-2,3-di-O-benzyl-1-O-levulinyl-D-ribitol